C([2H])([2H])([2H])N(C1=CC=2C(N=C1)=NN(C2)C=2C=C(C=CC2F)NC(=O)N2CCC2)C([2H])([2H])[2H] N-(3-{5-[Bis(2H3)methylamino]-2H-pyrazolo[3,4-b]pyridin-2-yl}-4-fluorophenyl)azetidin-1-carboxamid